N1CCCC2CC3C(C=C12)CCCC3O dodecahydrobenzo[g]quinolin-6-ol